2'-chloro-6',7'-dihydrospiro[cyclobutane-1,8'-cyclopenta[e]pyrazolo[1,5-a]pyrimidine]-6'-carboxamide ClC1=NN2C(N=CC3=C2C2(CC3C(=O)N)CCC2)=C1